S1C=NC2=C1C=CC(=C2)CN(C(C(=O)OC)=O)C2CCC=1C2=NC=CC1 methyl 2-((benzo[d]thiazol-5-ylmethyl)(6,7-dihydro-5H-cyclopenta[b]pyridin-7-yl)amino)-2-oxoacetate